tert-butyl (R)-(1-(methoxy(methyl)amino)-1-oxobutan-2-yl)carbamate CON(C([C@@H](CC)NC(OC(C)(C)C)=O)=O)C